OC1CC(N(C2=CC=C(C=C12)B1OC(C(O1)(C)C)(C)C)C)=O 4-Hydroxy-1-methyl-6-(4,4,5,5-tetramethyl-1,3,2-dioxaborolan-2-yl)-3,4-dihydroquinolin-2(1H)-one